ClC1=CC(=C(C=C1)C1(OC2=C(O1)C=CC=C2C2=C(C=C(CC1=NC3=C(N1CC1=CN=CN1CC)C=C(C=C3)C(=O)O)C=C2)F)C)F 2-(4-(2-(4-chloro-2-fluorophenyl)-2-methylbenzo[d][1,3]dioxol-4-yl)-3-fluorobenzyl)-1-((1-ethyl-1H-imidazol-5-yl)methyl)-1H-benzo[d]imidazole-6-carboxylic acid